4-mercapto-3,3-dimethylbutyl-trimethoxysilane SCC(CC[Si](OC)(OC)OC)(C)C